[6-[3-(3,3-difluorocyclobutyl)-1H-1,2,4-triazol-5-yl]-2-azaspiro[3.3]heptan-2-yl]-[3-[4-[1-(trifluoromethyl)cyclopropyl]phenyl]azetidin-1-yl]methanone FC1(CC(C1)C1=NNC(=N1)C1CC2(CN(C2)C(=O)N2CC(C2)C2=CC=C(C=C2)C2(CC2)C(F)(F)F)C1)F